(S)-2-(2-(2-Aminoacetamido)acetamido)-3-(naphthalen-2-yl)propanamide NCC(=O)NCC(=O)N[C@H](C(=O)N)CC1=CC2=CC=CC=C2C=C1